[N+](=O)([O-])C=1OC=CC1 2-Nitrofuran